2-[(2R)-3-(3,4-dihydro-1H-isoquinolin-2-yl)-2-hydroxy-propyl]-6-[4-(dimethylamino)-1-piperidinyl]-4,4-dimethyl-3H-isoquinolin-1-one, dihydrochloride Cl.Cl.C1N(CCC2=CC=CC=C12)C[C@H](CN1C(C2=CC=C(C=C2C(C1)(C)C)N1CCC(CC1)N(C)C)=O)O